[Br-].C(=O)(O)CSC=1SC2=C([N+]1C)C=CC=C2 2-[(carboxymethyl)thio]-3-methyl-1,3-benzothiazol-3-ium bromide